(6-methoxy)dibenzo[c,e][1,2]oxaphosphinine 6-oxide COP1(OC2=C(C3=C1C=CC=C3)C=CC=C2)=O